FC(OC1=CC=C(C(=N1)O)C1=CN=CC(=N1)C(=O)N/N=C/C=1C(=NC=C(C1)O)F)F (E)-6-(6-(difluoromethoxy)-2-hydroxypyridin-3-yl)-N'-((2-fluoro-5-hydroxypyridin-3-yl)methylene)pyrazine-2-carbohydrazide